OC1CN(CCCC1=O)C(=O)OCC1=CC=CC=C1 benzyl 3-hydroxy-4-oxo-azepane-1-carboxylate